C[C@@H]1OCC2([C@@H]1N)CCN(CC2)C2=NC(=C(C=1N2C=CN1)C1=C2C(=NC=C1)C=CN2)C (3S,4S)-3-methyl-8-(7-methyl-8-{1H-pyrrolo[3,2-b]pyridin-7-yl}imidazo[1,2-c]pyrimidin-5-yl)-2-oxa-8-azaspiro[4.5]decan-4-amine